C(C=C)(=O)N1CC(CC1)NC1=NC=NC2=CC=C(C=C12)C=1C=C(C(=NC1)OC)NS(=O)(=O)C1=C(C=C(C=C1)F)F N-(5-(4-((1-acryloyl-pyrrolidin-3-yl)amino)quinazolin-6-yl)-2-methoxypyridin-3-yl)-2,4-difluoro-benzene-sulfonamide